ethyl 2-(5-(2-(dimethylamino)ethyl)-2-oxopyridin-1(2H)-yl)-4-methylpentanoate CN(CCC=1C=CC(N(C1)C(C(=O)OCC)CC(C)C)=O)C